(E)-3-(1-methyl-1H-pyrazol-4-yl)prop-2-en-1-ol CN1N=CC(=C1)/C=C/CO